BrC1=CC2=C(NC(OC2)=O)C=C1 6-bromo-1,4-dihydro-2H-benzo[d][1,3]oxazin-2-one